NC1=NC=C(C(=N1)N)CO 2,4-diamino-5-hydroxymethylpyrimidine